O[C@H]1C[C@H]2CC[C@H]3[C@@H]4CC[C@H]([C@@H](CCC(=O)NCC(=O)O)C)[C@]4([C@H](C[C@@H]3[C@]2(CC1)C)O)C N-(3α,12α-dihydroxy-5β-cholan-24-oyl)-glycine